5-chloro-3-(6-((3S,5R)-3,5-dimethylpiperazin-1-yl)pyridin-2-yl)pyrazolo[1,5-a]pyridine ClC1=CC=2N(C=C1)N=CC2C2=NC(=CC=C2)N2C[C@@H](N[C@@H](C2)C)C